NCCNC(=O)C=1C(=C(SC1NC(C(CC)C1=CC=C(C=C1)F)=O)C(=O)N)C N4-(2-aminoethyl)-5-(2-(4-fluorophenyl)butanamido)-3-methylthiophene-2,4-dicarboxamide